tert-butyl (2R,3R)-2-(2-chloro-3-methyl-phenyl)-3-hydroxy-pyrrolidine-1-carboxylate ClC1=C(C=CC=C1C)[C@H]1N(CC[C@H]1O)C(=O)OC(C)(C)C